C1C[C@H](N(C1)C2=C(C=C(C=C2)[N+](=O)[O-])[N+](=O)[O-])C(=O)O The molecule is the L-stereoisomer of N-(2,4-dinitrophenyl)proline, a proline derivative having a 2,4-dinitrophenyl substituent on nitrogen. It is a member of pyrrolidines, a C-nitro compound, a L-proline derivative and a non-proteinogenic L-alpha-amino acid.